COC=1C=C(C=CC1NCC#CC=1N(C2=CC=CC(=C2C1)NC1CCNCC1)CC(F)(F)F)S(=O)(=O)N 3-methoxy-4-[(3-{4-[(piperidin-4-yl)amino]-1-(2,2,2-trifluoroethyl)-1H-indol-2-yl}prop-2-yn-1-yl)amino]benzene-1-sulfonamide